BrC=1C=C(C=C(C1)OC(F)(F)F)C(C)(C)O 2-[3-bromo-5-(trifluoromethoxy)phenyl]propan-2-ol